8-(4-(4-(3-(2,6-dioxopiperidin-3-yl)benzyl)piperazin-1-yl)piperidin-1-yl)-9-ethyl-6,6-dimethyl-11-oxo-6,11-dihydro-5H-benzo[b]carbazole-3-carbonitrile O=C1NC(CCC1C=1C=C(CN2CCN(CC2)C2CCN(CC2)C=2C(=CC3=C(C(C=4NC5=CC(=CC=C5C4C3=O)C#N)(C)C)C2)CC)C=CC1)=O